NC1=NC2=C(C3=C(N=CC=C13)C)C=C(C=C2)C(=O)N([C@@H]2COC1=C2C=CC(=C1)C(F)(F)F)C 5-amino-N,1-dimethyl-N-((3S)-6-(trifluoromethyl)-2,3-dihydro-1-benzofuran-3-yl)benzo[c][2,6]naphthyridine-9-carboxamide